C(=O)(C(=C)C)NCCC1=CC(O)=C(O)C=C1 N-Methacryldopamine